tert-butyl N-(4-bromo-1,3-benzothiazol-2-yl)carbamate BrC1=CC=CC2=C1N=C(S2)NC(OC(C)(C)C)=O